di-(tributylphenyl)iodonium triflate [O-]S(=O)(=O)C(F)(F)F.C(CCC)C1=C(C(=C(C=C1)[I+]C1=C(C(=C(C=C1)CCCC)CCCC)CCCC)CCCC)CCCC